2,3-dihydro-1,4-benzodioxane-5-carboxylic acid C1COC2=C(C=CC=C2O1)C(=O)O